C(C1=CC=CC=C1)N1N=C(C2=C1N(C(N(C2=O)C)=O)CC2=CC=C(C=C2)OC)I 1-benzyl-3-iodo-7-[(4-methoxyphenyl)methyl]-5-methyl-1h,4h,5h,6h,7h-pyrazolo[3,4-d]Pyrimidine-4,6-dione